[4-(3-Oxo-3-phenylprop-1-enyl)phenyl] 4-[6-(3,5-dihydroxyphenoxy)hexoxy]benzoate OC=1C=C(OCCCCCCOC2=CC=C(C(=O)OC3=CC=C(C=C3)C=CC(C3=CC=CC=C3)=O)C=C2)C=C(C1)O